2,3-dihydrofuro[3,2-b]Pyridine-6-carbonitrile O1CCC2=NC=C(C=C21)C#N